2,6-bis(benzyloxy)-3-(tetramethyl-1,3,2-dioxaborolan-2-yl)pyridine C(C1=CC=CC=C1)OC1=NC(=CC=C1B1OC(C(O1)(C)C)(C)C)OCC1=CC=CC=C1